C(C1=CC=CC=C1)OC(=O)N1[C@@H](COCC1)C (R)-3-methylmorpholine-4-carboxylic acid benzyl ester